C(C)(=O)N1CCC(CC1)NC1=CC(=NC=N1)C(=O)NCC(CN1CC=2N(C=3C=CC=CC3C2)CC1)O 6-((1-acetylpiperidin-4-yl)amino)-N-(3-(3,4-dihydropyrazino[1,2-a]indol-2(1H)-yl)-2-hydroxypropyl)pyrimidine-4-carboxamide